BrC=1C=C(C=CC1)C=1C(=CC=CC1)C(=O)O 3'-bromo-biphenyl-2-carboxylic acid